O=C1NC(CCC1N1CC2=CC(=C(C=C2C1)F)C1CCN(CC1)CC1CCNCC1)=O 2-(2,6-dioxopiperidin-3-yl)-5-fluoro-6-(1-(piperidin-4-ylmethyl)piperidin-4-yl)isoindoline